N-[(1,1'-biphenyl)-4-yl]Phenanthrene-9-amine C1(=CC=C(C=C1)NC=1C2=CC=CC=C2C=2C=CC=CC2C1)C1=CC=CC=C1